((disulfanediylbis(ethane-2,1-diyl))bis(piperidine-1,4-diyl))bis(ethane-2,1-diyl) bis(2-(4-((tert-butyldimethylsilyl)oxy)phenyl)acetate) [Si](C)(C)(C(C)(C)C)OC1=CC=C(C=C1)CC(=O)OCCC1CCN(CC1)CCSSCCN1CCC(CC1)CCOC(CC1=CC=C(C=C1)O[Si](C)(C)C(C)(C)C)=O